C(C1=CC=CC=C1)N1[C@H]2[C@H](N(C[C@@H]1CC2)C(=O)OC(C)(C)C)CO tert-Butyl (1R,2S,5S)-8-benzyl-2-(hydroxymethyl)-3,8-diazabicyclo[3.2.1]octane-3-carboxylate